C1(CCC1)C=1N2C(SC1)=NC(=C2)C(=O)N[C@@H]2C(N(C1=C(OC2)C=CC(=C1)C#CC(C)(C)O)C)=O (S)-3-cyclobutyl-N-(7-(3-hydroxyl-3-methylbut-1-yn-1-yl)-5-methyl-4-oxo-2,3,4,5-Tetrahydrobenzo[b][1,4]oxazepine-3-yl)imidazo[2,1-b]thiazole-6-carboxamide